tert-butyl (R)-(1-(4-chlorophenyl)-3-(((1-methylcyclopropyl) methyl)amino)propan-2-yl)(methyl)carbamate ClC1=CC=C(C=C1)C[C@H](CNCC1(CC1)C)N(C(OC(C)(C)C)=O)C